4-((2S,3S,4S,5R)-3-(2-ethoxy-3,4-difluorophenyl)-4,5-dimethyl-5-(trifluoromethyl)tetrahydrofuran-2-carboxamido)picolinamide C(C)OC1=C(C=CC(=C1F)F)[C@H]1[C@H](O[C@]([C@H]1C)(C(F)(F)F)C)C(=O)NC1=CC(=NC=C1)C(=O)N